(1aRS,7bSR)-5-(2-{N-[((R)-1-ethylpyrrolidine-2-yl)carbonyl]-N-methyl-aminomethyl}-4-fluorobenzenesulfonylamino)-1,1a,2,7b-tetrahydrocyclopropa[c]chromene-4-carboxylic acid C(C)N1[C@H](CCC1)C(=O)N(C)CC1=C(C=CC(=C1)F)S(=O)(=O)NC1=CC=C2[C@@H]3[C@H](COC2=C1C(=O)O)C3 |&1:27,28|